ethyl 4-methoxy-3-propoxybenzoate COC1=C(C=C(C(=O)OCC)C=C1)OCCC